(E)-2-(2-(2-chlorostyryl)phenyl)acetonitrile ClC1=C(/C=C/C2=C(C=CC=C2)CC#N)C=CC=C1